2-(aminomethyl)-1,1,1,3,3,3-hexafluoropropan-2-ol NCC(C(F)(F)F)(C(F)(F)F)O